C(C)(C)(C)N1C=C(C=2C1=NC(=CC2)C(=O)N2C(CN(CC2)C2=CC(=C(C(=O)O)C(=C2)C)C)(C)C)C2=CC(=C(C=C2)Cl)F 4-(4-(1-(tert-butyl)-3-(4-chloro-3-fluorophenyl)-1H-pyrrolo[2,3-b]pyridine-6-carbonyl)-3,3-dimethylpiperazin-1-yl)-2,6-dimethylbenzoic acid